OCCN1C=CS(C=C1)(=O)=O 4-(2-hydroxyethyl)-1λ6-1,4-thiazine-1,1-dione